C(C)(C)(C)C=1C(=C(C=C(C1)CCC(=O)OCC(CCCC)CC)N1N=C2C(=N1)C=CC=C2)O 2-(3'-tert-butyl-5'-[2-(2-ethylhex-yloxy)carbonyl-ethyl]-2'-hydroxyphenyl)benzotriazole